(3aS,7aS)-3a-(3,4-dimethoxyphenyl)-1-methyl-2,3,3a,4,5,7a-hexahydro-1H-indol-6-yl-3-(2-methoxyethoxy)propanoate COC=1C=C(C=CC1OC)[C@@]12CCN([C@H]2C=C(CC1)OC(CCOCCOC)=O)C